CC1=C(C(=O)C2=C(C(N(C2C2=C(C=CC=C2)OC)CCN2CCOCC2)=O)O)C=C(C=C1)C 4-(2,5-dimethyl-benzoyl)-3-hydroxy-5-(2-methoxyphenyl)-1-[2-(4-morpholinyl)ethyl]-1,5-dihydro-2H-pyrrol-2-one